ClC=1N=C2C(=C(C(NC2=CC1)=O)O)C#N 6-chloro-3-hydroxy-2-oxo-1,2-dihydro-1,5-naphthyridine-4-carbonitrile